(Z)-2-(2-chloro-2-(4-(trifluoromethyl)phenyl)vinyl)-1,3-dithiane Cl\C(=C/C1SCCCS1)\C1=CC=C(C=C1)C(F)(F)F